5-chloro-2-(difluoromethyl)-N-((1r,4r)-4-((1-(3-fluoro-4-methoxyphenyl)-2-oxo-1H-imidazo[4,5-b]pyridin-3(2H)-yl)methyl)cyclohexyl)nicotinamide ClC=1C=NC(=C(C(=O)NC2CCC(CC2)CN2C(N(C=3C2=NC=CC3)C3=CC(=C(C=C3)OC)F)=O)C1)C(F)F